3-ethoxyacrylonitrile C(C)OC=CC#N